C(CCC)[Sn] monobutyltin